NC1=C(C=C(C2=C1CCO2)C(=O)NC2CCN(CC2)CCCOC)Cl 4-amino-5-chloro-2,3-dihydro-N-[1-(3-methoxypropyl)-4-piperidyl]-7-benzofurancarboxamide